tert-butyl 6-((6-(1,1-difluoroethyl)-2-methylpyridin-3-yl)sulfonyl)-2,6-diazaspiro[3.3]heptane-2-carboxylate FC(C)(F)C1=CC=C(C(=N1)C)S(=O)(=O)N1CC2(CN(C2)C(=O)OC(C)(C)C)C1